[Cl-].CO[Si](CCC[N+](C)(C)C)(OC)OC N-(3-trimethoxysilyl-propyl)-N,N,N-trimethyl-ammonium chloride